C1(CCCCC1)NC(C1=C(C=CC(=C1)N1C=NC=C1)F)=O N-cyclohexyl-2-fluoro-5-(1H-imidazol-1-yl)benzamide